FC(C(=O)O)(F)F.ClC1=CC=C(C[C@H]2CO[C@H](CN2C2CCC(CC2)C=2OC(=CN2)C)C=2OC(=NN2)C)C=C1 (2R,5S)-5-(4-chlorobenzyl)-2-(5-methyl-1,3,4-oxadiazol-2-yl)-4-(4-(5-methyloxazol-2-yl)cyclohexyl)morpholine 2,2,2-trifluoroacetate